trans-4-Methoxytetrahydrofuran-3-yl (8-amino-7-fluoro-6-(8-methyl-2,3-dihydro-1H-pyrido[2,3-b][1,4]oxazin-7-yl)isoquinolin-3-yl)carbamate NC=1C(=C(C=C2C=C(N=CC12)NC(O[C@@H]1COC[C@H]1OC)=O)C1=C(C2=C(OCCN2)N=C1)C)F